MOLYBDENUM-ZIRCONIUM [Zr].[Mo]